rel-(1S,2S)-2-(2',6'-difluoro[1,1'-biphenyl]-2-yl)-2-fluorocyclopropane-1-carboxylic acid FC1=C(C(=CC=C1)F)C1=C(C=CC=C1)[C@]1([C@@H](C1)C(=O)O)F |o1:14,15|